ClC1=CC2=C(N=C(O2)C2=CC=C(C=C2)C2=CC=C(C=C2)NC(C(C)C)=O)C=C1 N-(4'-(6-chlorobenzo[d]oxazol-2-yl)-[1,1'-biphenyl]-4-yl)isobutyramide